2-((4-(2-oxooxazolidin-3-yl)phenyl)amino)quinazolin O=C1OCCN1C1=CC=C(C=C1)NC1=NC2=CC=CC=C2C=N1